disodium phenyl phosphate P(=O)(OC1=CC=CC=C1)([O-])[O-].[Na+].[Na+]